[Si](C)(C)(C(C)(C)C)OCC=1C(=CC(=NC1)Cl)NC(O)=O.FC1=NC=CC=C1C(F)(F)F 2-fluoro-3-(trifluoromethyl)pyridine (5-(((tert-butyldimethylsilyl)oxy)methyl)-2-chloropyridin-4-yl)carbamate